3β-hydroxy-5α-cholestane-15-one O[C@@H]1C[C@@H]2CC[C@H]3[C@@H]4C(C[C@H]([C@@H](CCCC(C)C)C)[C@]4(CC[C@@H]3[C@]2(CC1)C)C)=O